1-(4-fluoro-2-methylphenyl)-3-(pyridin-3-yl)-6-(trifluoromethyl)-2,3-dihydroquinazolin-4(1H)-one FC1=CC(=C(C=C1)N1CN(C(C2=CC(=CC=C12)C(F)(F)F)=O)C=1C=NC=CC1)C